FC=1C=C(OC=2N=CC(=NC2)NC(=O)[C@@H](C)N2CC(N(CC2)C(=O)C2=CC(=[N+](C=C2)[O-])CO)(C)C)C=CC1F 4-{4-[(1R)-1-{[5-(3,4-difluorophenoxy)pyrazin-2-yl]carbamoyl} ethyl]-2,2-dimethylpiperazine-1-carbonyl}-2-(hydroxymethyl)pyridin-1-ium-1-olate